N-(3-azabicyclo[3.1.0]hexan-6-yl)-4-((3-(1-(2,2-difluoroethyl)-3-(trifluoromethyl)-1H-pyrazol-4-yl)imidazo[1,2-a]pyrazin-8-yl)amino)-2-ethylbenzamide formate C(=O)O.C12CNCC2C1NC(C1=C(C=C(C=C1)NC=1C=2N(C=CN1)C(=CN2)C=2C(=NN(C2)CC(F)F)C(F)(F)F)CC)=O